[2-[4-[[(1S)-1-(4-bromophenyl)-2,2,2-trifluoro-ethyl]-methyl-carbamoyl]-1-piperidyl]-2-oxo-ethyl]acetate BrC1=CC=C(C=C1)[C@@H](C(F)(F)F)N(C(=O)C1CCN(CC1)C(COC(C)=O)=O)C